tert-butyl (S)-3-((6-(6-bromopicolinamido)-5-(trifluoromethyl)pyridin-3-yl)carbamoyl)piperidine-1-carboxylate BrC1=CC=CC(=N1)C(=O)NC1=C(C=C(C=N1)NC(=O)[C@@H]1CN(CCC1)C(=O)OC(C)(C)C)C(F)(F)F